[Cu].[Pd].[Ag] silver Palladium-copper